C(#N)C1(CC1)NS(=O)(=O)C1=CC=C2C3=C(N(C2=C1)C=1SC(=NN1)C(F)F)N=CN=C3C3CCN(CC3)C(=O)[C@@H]3COCC3 (S)-N-(1-cyanocyclopropyl)-9-(5-(di-fluoromethyl)-1,3,4-thiadiazol-2-yl)-4-(1-(tetrahydrofuran-3-carbonyl)piperidin-4-yl)-9H-pyrimido[4,5-b]indole-7-sulfonamide